1-(indol-1-yl)-2-phenoxyethanone N1(C=CC2=CC=CC=C12)C(COC1=CC=CC=C1)=O